trans-4-[[3-[4-[2-(2-amino-3-pyridyl)-6-(2-pyridyl)benzimidazol-1-yl]phenyl]azetidin-1-yl]methyl]cyclohexanecarboxylic acid NC1=NC=CC=C1C1=NC2=C(N1C1=CC=C(C=C1)C1CN(C1)C[C@@H]1CC[C@H](CC1)C(=O)O)C=C(C=C2)C2=NC=CC=C2